benzyl 4-((3-(tert-butoxy)-3-oxopropyl)((((di-tert-butoxyphosphoryl)oxy)methoxy)carbonyl)amino)butanoate C(C)(C)(C)OC(CCN(CCCC(=O)OCC1=CC=CC=C1)C(=O)OCOP(=O)(OC(C)(C)C)OC(C)(C)C)=O